morpholino-ethanone O1CCN(CC1)C(C)=O